C1(=CC=CC2=CC=CC=C12)C=1C=C(NC1)C(=O)N 4-(naphthalen-1-yl)-1H-pyrrole-2-carboxamide